FC1=CC=C(C=C1)C#CCC(=O)C1=CC=CC=C1 2-(4-fluorophenylethynyl)acetophenone